tert-butyl (R)-3-((S)-3-(5-(aminomethyl)thiophen-3-yl)-1-(tert-butoxy)-1-oxopropan-2-yl)pyrrolidine-1-carboxylate NCC1=CC(=CS1)C[C@H](C(=O)OC(C)(C)C)[C@@H]1CN(CC1)C(=O)OC(C)(C)C